C(C)(C)(C)OC(=O)N1C[C@@H](N(CC1)C1CCC(CC1)N1N=C2C=C(C=CC2=C1)C(=O)OC)COC methyl 2-((1R,4R)-4-((R)-4-(tert-butoxycarbonyl)-2-(methoxymethyl) piperazin-1-yl) cyclohexyl)-2H-indazole-6-carboxylate